NCC1=CC=C(C=C1)C=1OC2=C(C(C1)=O)C=CC=1NC(=NC12)C(F)(F)F 8-(4-(aminomethyl)phenyl)-2-(trifluoromethyl)chromeno[7,8-d]imidazol-6(3H)-one